C(C1=CC=CC=C1)CC1=CC=C(C=C1)S(=O)(=O)O benzyl-(p-toluenesulfonic acid)